C(C1=CC=CC=C1)OC=1C=C(C2=CC=CC=C2C1)N1CC=2N=C(N=C(C2CC1)N1CCC(CCC1)O)OC[C@H]1N(CCC1)C 1-[7-(3-benzyloxy-1-naphthyl)-2-[[(2S)-1-methylpyrrolidin-2-yl]methoxy]-6,8-dihydro-5H-pyrido[3,4-d]pyrimidin-4-yl]azepan-4-ol